CN1C2=C(CC[C@H](C1=O)NC(=O)C1=NC=CC(=C1)OC1=CC=CC=C1)C=CC(=C2)N2CCC1(CCOCC1)CC2 |r| (±)-N-(1-methyl-2-oxo-8-(3-oxa-9-azaspiro[5.5]undecan-9-yl)-2,3,4,5-tetrahydro-1H-benzo[b]azepin-3-yl)-4-phenoxypyridine-2-carboxamide